4'-([1,1'-binaphthyl]-2,2'-diylbis(oxy))diamine C1(=C(C=CC2=CC=CC=C12)ON)C1=C(C=CC2=CC=CC=C12)ON